ClC=1C=C(C=NC1)C1=NC(=C2N=CN(C2=N1)[C@H]1[C@@H]([C@@H]([C@H](O1)C(=O)NC([2H])([2H])[2H])O)O)NCC1=CC=NC=C1 (2S,3S,4R,5R)-5-(2-(5-chloropyridin-3-yl)-6-(pyridin-4-ylmethylamino)-9H-purin-9-yl)-3,4-Dihydroxy-N-(methyl-d3)-tetrahydrofuran-2-carboxamide